4-bromo-6-chloro-2-(difluoromethyl)pyridin-3-amine BrC1=C(C(=NC(=C1)Cl)C(F)F)N